C(C)C(C(=O)O)CC(C(=O)O)CC 2,4-diethylglutaric acid